1-{6-[5-(Propan-2-yl)-1,2,4-oxadiazol-3-yl]pyridine-2-yl}-4-[1-(propan-2-yl)piperidin-4-yl]-1,4-diazepane CC(C)C1=NC(=NO1)C1=CC=CC(=N1)N1CCN(CCC1)C1CCN(CC1)C(C)C